N-tert-butyloxycarbonyl-1,8-diamino-3,6-dioxaoctane C(C)(C)(C)OC(=O)NCCOCCOCCN